molybdenum nickel-titanium [Ti].[Ni].[Mo]